C(C)(C)(C)C=1C=CC=2C(NS(C=3C=CC=C(NC(CC[C@H]4CC(N(C2N1)C4)(C)C)C4=NC=C(C=C4)C4COC4)N3)(=O)=O)=O (14S)-8-tert-butyl-12,12-dimethyl-17-[5-(oxetan-3-yl)pyridin-2-yl]-2λ6-thia-3,9,11,18,23-pentaazatetracyclo[17.3.1.111,14.05,10]tetracosa-1(23),5(10),6,8,19,21-hexaene-2,2,4-trione